propyl-diethyl-ethoxysilane C(CC)[Si](OCC)(CC)CC